C(CCCCCCCC)N(CC(=O)N1CCC(CC1)CCN(CCCCCCCCC)CCN(CCCCCCCCC)CCCCCCCCC)CCCCCCCCC 2-(dinonylamino)-1-(4-(2-((2-(dinonylamino)ethyl)(nonyl)amino)ethyl)piperidin-1-yl)ethan-1-one